(2S)-1-({2-[2-Cyano-3-(2,3-dihydro-1,4-benzodioxin-6-yl)phenyl]-7-methyl-1,3-benzoxazol-5-yl}methyl)-piperidin C(#N)C1=C(C=CC=C1C1=CC2=C(OCCO2)C=C1)C=1OC2=C(N1)C=C(C=C2C)CN2CCCCC2